(2R,3R)-3-(4-Fluoro-3-(5-methylthiazol-2-yl)-5-(((R)-1-(2-(trifluoromethyl)pyrimidine-5-yl)ethyl)carbamoyl)phenoxy)butan FC1=C(C=C(O[C@@H](CC)C)C=C1C(N[C@H](C)C=1C=NC(=NC1)C(F)(F)F)=O)C=1SC(=CN1)C